3-methyl-2,3-dihydroindolizin CC1CC=C2C=CC=CN12